C1=CC=CC=2C3=CC=CC=C3C3(C12)C=1C2=C(C=CC4=CC=C5C=CC=C3C5=C42)C=CC1 spiro[benzo[cd]pyrene-6,9'-fluorene]